2'-Fluoro-N-(2-(4-((4-(5-fluoro-2-propionyl-1H-indol-3-yl)-1H-1,2,3-triazol-1-yl)methyl)piperidin-1-yl)ethyl)-6'-hydroxy-[1,1'-biphenyl]-4-sulfonamid FC1=C(C(=CC=C1)O)C1=CC=C(C=C1)S(=O)(=O)NCCN1CCC(CC1)CN1N=NC(=C1)C1=C(NC2=CC=C(C=C12)F)C(CC)=O